O=C1N(CCN2[C@@H]1CN(CC2)C#N)C2CN(C2)C2=NC=CC=C2 (R)-9-oxo-8-(1-(pyridin-2-yl)azetidin-3-yl)octahydro-2H-pyrazino[1,2-a]pyrazine-2-carbonitrile